N-((5-(5-(difluoromethyl)-1,3,4-oxadiazol-2-yl)thiazol-2-yl)methyl)-N-(1-methyl-6-oxo-1,6-dihydropyridin-3-yl)ethanesulfonamide FC(C1=NN=C(O1)C1=CN=C(S1)CN(S(=O)(=O)CC)C1=CN(C(C=C1)=O)C)F